pyrimidin-4-yl-(methyl)aminoacetic acid N1=CN=C(C=C1)C(C(=O)O)NC